C1(=C(C(=CC(=C1)C)C)C(=O)[Ge](CCCC[Ge](C(=O)C1=C(C=C(C=C1C)C)C)(C(=O)C1=C(C=C(C=C1C)C)C)C(=O)C1=C(C=C(C=C1C)C)C)(C(=O)C1=C(C=C(C=C1C)C)C)C(=O)C1=C(C=C(C=C1C)C)C)C 1,4-bis(trismesitoylgermyl)butane